N-(2-fluoro-5-((1s,3s)-3-methyl-1-(4-methyl-4H-1,2,4-triazol-3-yl)cyclobutyl)phenyl)-1-(4-fluorophenyl)-5-((isobutylamino)methyl)-2-oxo-1,2-dihydropyridine-3-carboxamide FC1=C(C=C(C=C1)C1(CC(C1)C)C1=NN=CN1C)NC(=O)C=1C(N(C=C(C1)CNCC(C)C)C1=CC=C(C=C1)F)=O